FC1=C(C(=CC2=C1CCO2)F)\C=C\[N+](=O)[O-] (E)-4,6-difluoro-5-(2-nitrovinyl)-2,3-dihydrobenzofuran